OC[C@H](C)N1C=NC2=C(C1=O)C=C(N=C2N2N=CC=C2)C=2C=NC(=CC2)C(F)(F)F (S)-3-(1-hydroxypropan-2-yl)-8-(1H-pyrazol-1-yl)-6-(6-(trifluoromethyl)pyridin-3-yl)pyrido[3,4-d]pyrimidin-4(3H)-one